Lead telluride [Pb]=[Te]